tert-butyl N-[[3-[[3-amino-6-[4-(9-hydroxy-1,1,3-trimethyl-3-tetrahydropyran-2-yloxynonyl)sulfonylphenyl]pyrazine-2-carbonyl]amino]-2-hydroxy-phenyl]methyl]carbamate NC=1C(=NC(=CN1)C1=CC=C(C=C1)S(=O)(=O)C(CC(CCCCCCO)(OC1OCCCC1)C)(C)C)C(=O)NC=1C(=C(C=CC1)CNC(OC(C)(C)C)=O)O